ClC1=C(C=CC2=C1C(=N[C@H](C=1N2N=C(N1)C(=O)NCCF)C)C1=NC=CC=C1F)C(F)(F)F (4S)-7-chloro-N-(2-fluoroethyl)-6-(3-fluoro-2-pyridyl)-4-methyl-8-(trifluoromethyl)-4H-[1,2,4]triazolo[1,5-a][1,4]benzodiazepine-2-carboxamide